N-cyclopropyl-2-[2,6-dichloro-4-[6-cyano-3,5-dioxo-1,2,4-triazin-2-yl]phenoxy]-5-hydroxy-pyridine-4-sulfonamide C1(CC1)NS(=O)(=O)C1=CC(=NC=C1O)OC1=C(C=C(C=C1Cl)N1N=C(C(NC1=O)=O)C#N)Cl